1-((2S,4R)-2-((6-chloro-1H-pyrazolo[3,4-d]pyrimidin-1-yl)methyl)-4-methylpyrrolidin-1-yl)ethan-1-one ClC1=NC=C2C(=N1)N(N=C2)C[C@H]2N(C[C@@H](C2)C)C(C)=O